C(C)(C)(C1=CC(=C(C(=C1)C)O)C)C1=CC(=C(C(=C1)C)O)C 4,4'-Isopropyliden-bis(2,6-Dimethylphenol)